N-(4-(5-((4S)-4-(3-azabicyclo[3.2.1]octane-3-carbonyl)cyclohex-1-en-1-yl)-4-amino-7-methyl-7H-pyrrolo[2,3-d]pyrimidin-6-yl)phenyl)methacrylamide C12CN(CC(CC1)C2)C(=O)[C@@H]2CC=C(CC2)C2=C(N(C=1N=CN=C(C12)N)C)C1=CC=C(C=C1)NC(C(=C)C)=O